P(=O)(O)(O)O[C@H]1[C@@H](O[C@@H]([C@H]1O)CO)N1C(=O)NC(=O)C=C1.N[C@H](C(=O)N)CC1C(NC=2N(C1)N=CC2)=O (2S)-2-amino-3-(5-oxo-4,5,6,7-tetrahydropyrazolo[1,5-a]pyrimidin-6-yl)propionamide uridine-2'-phosphate